4-(4,4-difluoropiperidin-1-yl)-2,3-dihydrofuro[3,2-c]pyridin-6-amine FC1(CCN(CC1)C1=NC(=CC2=C1CCO2)N)F